C(C)N(CC(COC(=O)C1=CC=2C=C3C(NC2C=C1)(CCC3)C)(C)C)CC 3-(Diethylamino)-2,2-dimethylpropyl-3a-methyl-2,3,3a,4-tetrahydro-1H-cyclopenta[b]quinoline-7-carboxylate